(R)-N-((S)-1'-(8-bromo-7-methylimidazo[1,2-c]pyrimidin-5-yl)-1,3-dihydrospiro[indene-2,4'-piperidin]-1-yl)-2-methylpropan-2-sulfinamide BrC=1C=2N(C(=NC1C)N1CCC3(CC1)[C@@H](C1=CC=CC=C1C3)N[S@](=O)C(C)(C)C)C=CN2